COC=1C=C(C=CC1OCCCN1CCCCC1)NC1=NC=CC(=N1)NC=1C=NC=2CCN(CC2C1)C 2-[3-methoxy-4-(3-piperidinopropoxy)phenylamino]-4-(6-methyl-5,6,7,8-tetrahydro-1,6-diaza-3-naphthylamino)pyrimidine